C(C)(C)(C)[S@@](=O)N[C@@H]1C2=CC=CC=C2CC12CCN(CC2)C(=O)OC(C)(C)C Tert-butyl (S)-1-(((R)-tert-butylsulfinyl) amino)-1,3-dihydrospiro[indene-2,4'-piperidine]-1'-carboxylate